CC1=CC=C(C=C1)C#CC1=CC=C(C=C1)C 1-methyl-4-[2-(4-methylphenyl)ethynyl]benzene